CN(C([O-])=O)[C@H](C(=O)N[C@@H](CC1=CC=C(C=C1)[N+](=O)[O-])C=1SC=C(N1)CC)CC1=CC=CC=C1.C(=C)[C+2]C=C.CN(C([O-])=O)[C@H](C(N[C@@H](CC1=CC=C(C=C1)[N+](=O)[O-])C=1SC=C(N1)CC)=O)CC1=CC=CC=C1 vinyl-(vinyl)carbon Methyl-(S)-1-((S)-1-(4-ethylthiazol-2-yl)-2-(4-nitrophenyl)ethylamino)-1-oxo-3-phenylpropan-2-ylcarbamate